2-(3-fluoro-4-methoxyphenyl)-7-[(3S)-3-methylpiperazin-1-yl]-4H-pyrido[1,2-a]pyrimidin FC=1C=C(C=CC1OC)C=1N=C2N(CC1)C=C(C=C2)N2C[C@@H](NCC2)C